methyl-4-(6-methyl-5-(4,4,5,5-tetramethyl-1,3,2-dioxaborolan-2-yl)pyridin-2-yl)piperazine CN1CCN(CC1)C1=NC(=C(C=C1)B1OC(C(O1)(C)C)(C)C)C